CSC=1N(CCN1)C(=O)OC(C)(C)C tert-butyl 2-(methylthio)-4,5-dihydro-1H-imidazole-1-carboxylate